((1R,7S)-4-(5-((3-chloro-2-(1H-pyrazol-1-yl)pyridin-4-yl)thio)pyrazin-2-yl)-8-(2-fluorophenyl)-4-azabicyclo[5.1.0]octan-8-yl)methanamine ClC=1C(=NC=CC1SC=1N=CC(=NC1)N1CC[C@H]2C([C@H]2CC1)(C1=C(C=CC=C1)F)CN)N1N=CC=C1